C(#N)C=1C(=CC(=NC1)NC(=O)N1C2CC(C3=CC=C(N=C13)C=O)(C2)N(C2COCC2)C)NCCOC N-(5-cyano-4-((2-methoxyethyl)amino)pyridin-2-yl)-4-(methyl(tetrahydrofuran-3-yl)amino)-7-formyl-3,4-dihydro-2,4-methylene-1,8-naphthyridine-1(2H)-carboxamide